C(CC=C)OC=1C=2N(C=C(N1)C1=CC(=NC=C1Cl)C(C)N(C(=O)NC(CC=C)CCC(F)F)CC)N=CN2 1-(1-(4-(8-(but-3-en-1-yloxy)-[1,2,4]triazolo[1,5-a]pyrazin-6-yl)-5-chloropyridin-2-yl)ethyl)-3-(7,7-difluorohept-1-en-4-yl)-1-ethylurea